2-oxoethyl acetate hydrochloride Cl.C(C)(=O)OCC=O